N1=NC=C2N1C(=CC=C2)CN Triazolo[1,5-a]pyridin-7-ylmethanamine